6,7-dimethoxy-4-(pyridin-3-yl)-2-(4-(pyridin-3-yl)-1H-pyrazol-1-yl)quinazoline COC=1C=C2C(=NC(=NC2=CC1OC)N1N=CC(=C1)C=1C=NC=CC1)C=1C=NC=CC1